O[C@H]1[C@H](COC1)OC1=CC=CC(=N1)S(=O)(=O)NC1=NC(=C(C=C1)C(F)(F)F)C1=C(C=CC=C1)C 6-{[(3S,4R)-4-hydroxyoxolane-3-yl]oxy}-N-[6-(2-methylphenyl)-5-(trifluoromethyl)pyridin-2-yl]pyridine-2-sulfonamide